FC=1C=C2N=C3C(=NC2=CC1)OC(=C3)C3=CC=CC=C3 6-fluoro-2-phenyl-furo[2,3-B]quinoxaline